FC(C=1C=C(C=CC1B1OC(C(O1)(C)C)(C)C)NC(C(=C)C)=O)(F)F N-(3-trifluoromethyl-4-(4,4,5,5-tetramethyl-1,3,2-dioxaborolan-2-yl)phenyl)methacrylamide